NC1=C2C(=NC=N1)N(N=C2C2=CC=C(C=C2)OC2=CC=CC=C2)C2C(CN(CC2)CC=2C=C1CN(C(C1=C(C2)F)=O)C2C(NC(CC2)=O)=O)F 3-(5-((4-(4-amino-3-(4-phenoxyphenyl)-1H-pyrazolo[3,4-d]pyrimidin-1-yl)-3-fluoropiperidine-1-yl)methyl)-7-fluoro-1-oxoisoindolin-2-yl)piperidine-2,6-dione